4-(3,3-difluorocyclobutoxy)pyridin FC1(CC(C1)OC1=CC=NC=C1)F